C(C)OC1=NC2=C(N1)C(=CC=C2)C(=O)[O-] 2-ethoxy-1H-benzimidazole-7-carboxylate